N-((3R,4S)-3-((S)-3-FLUOROPYRROLIDIN-1-YL)CHROMAN-4-YL)-2-(TRIFLUOROMETHYL)-1H-PYRROLO[3,2-C]PYRIDIN-4-AMINE F[C@@H]1CN(CC1)[C@H]1COC2=CC=CC=C2[C@@H]1NC1=NC=CC2=C1C=C(N2)C(F)(F)F